C(C)(C)(C)OC(=O)N1CC(C(C(C1)O)O)(F)F 3,3-difluoro-4,5-dihydroxypiperidine-1-carboxylic acid tert-butyl ester